1-((S)-1-(3-chlorophenyl)ethyl)-N5-((1R,3R,5S,6r)-3-hydroxybicyclo[3.1.0]hexan-6-yl)-N3-methyl-1H-pyrazole-3,5-dicarboxamide ClC=1C=C(C=CC1)[C@H](C)N1N=C(C=C1C(=O)NC1[C@H]2CC(C[C@@H]12)O)C(=O)NC